[2-(2-{[3-chloro-4'-(trifluoromethyl)biphenyl-4-yl]methoxy}phenyl)ethyl]{(2-[4-(methoxycarbonyl)phenyl]ethyl)amino}-5,6,7,8-tetrahydrochinolinecarboxylate ClC=1C=C(C=CC1COC1=C(C=CC=C1)CCC1=C(C(=NC=2CCCCC12)C(=O)[O-])NCCC1=CC=C(C=C1)C(=O)OC)C1=CC=C(C=C1)C(F)(F)F